C(C)(=O)C1=CNC2=CC=C(C=C12)N1CCN(CC1)C(C)=O 3-acetyl-5-(4-acetylpiperazin-1-yl)-1H-indol